methoxydiphenylphosphine COP(C1=CC=CC=C1)C1=CC=CC=C1